4-(5-((1-(3-fluoro-2-methylbenzyl)piperidin-3-yl)methyl)-1,2,4-oxadiazol-3-yl)aniline methyl-(2R)-2-[2-chloro-4-(4-chlorophenoxy)phenyl]-2-hydroxy-3-(1,2,4-triazol-1-yl)propanoate COC([C@@](CN1N=CN=C1)(O)C1=C(C=C(C=C1)OC1=CC=C(C=C1)Cl)Cl)=O.FC=1C(=C(CN2CC(CCC2)CC2=NC(=NO2)C2=CC=C(N)C=C2)C=CC1)C